C(C)(C)(C)NC1=CC=CC=C1 (tert-butyl)aniline